2-acetyllysine C(C)(=O)[C@](N)(CCCCN)C(=O)O